FC(OC=1C=C(C=NC1)C(C)=O)(F)F 1-[5-(trifluoromethoxy)-3-pyridyl]ethanone